18-hydroxy-(9Z)-octadec-9-enoic acid ethyl ester C(C)OC(CCCCCCC\C=C/CCCCCCCCO)=O